(S)-2-((7-fluoro-1-methyl-6-(2-(methylamino)ethyl)-2-oxo-1,2,3,4,5,6-hexahydrobenzo[b][1,4]diazocine-3-yl)amino)-6-methyl-4-(trifluoromethyl)nicotinonitrile FC1=CC=CC=2N(C([C@H](CCN(C21)CCNC)NC2=C(C#N)C(=CC(=N2)C)C(F)(F)F)=O)C